NC1=C2N=C(N(C2=NC=N1)CCCNS(=O)(=O)C(C)C)SC1=CC2C(CCO2)C=C1I Propane-2-sulfonic acid {3-[6-amino-8-(5-iodo-2,3,3a,7a-tetrahydro-benzofuran-6-ylsulfanyl)-purin-9-yl]-propyl}-amide